methyl 2,6-dichloro-3-methylisonicotinate ClC=1C(=C(C(=O)OC)C=C(N1)Cl)C